N-(5-cyclopropylpyridin-3-yl)-4-methylpiperidine-4-carboximidamide C1(CC1)C=1C=C(C=NC1)NC(=N)C1(CCNCC1)C